2-(4-(5-isopropoxypyridin-2-yl)thiazol-2-yl)-N5-methyl-3-(trifluoromethyl)pyridine-2,5-diamine C(C)(C)OC=1C=CC(=NC1)C=1N=C(SC1)C1(NC=C(C=C1C(F)(F)F)NC)N